C1(=CC(=CC=C1)CCC/C=C/C)C (E)-6-m-tolylhex-2-en